N1N=C(C=C1)C[NH-] Pyrazolylmethylamide